3-methoxy-1,3,5-trimethyl-8-[[(1R)-1-[3-(1,1-difluoro-2-hydroxy-2-methyl-propyl)-5-fluoro-2-methyl-phenyl]ethyl]amino]pyrrolo[2,3-g]phthalazin-2-one COC1(C(N(C2=CC=3C(=NN=C(C3C=C21)C)N[C@H](C)C2=C(C(=CC(=C2)F)C(C(C)(C)O)(F)F)C)C)=O)C